ClC1=NC=C(C(=C1)N1C(C(C(C=C1C)([2H])OCC1=NC=C(C=C1F)F)Cl)=O)Cl 2',3,5'-Trichloro-4-((3,5-difluoropyridin-2-yl)methoxy)-6-methyl-2H-[1,4'-bipyridin]-2-one-4-d